(perfluorocyclohexa-2,5-diene-1,4-diylidene)dimalononitrile FC=1C(C(=C(C(C1F)=C(C#N)C#N)F)F)=C(C#N)C#N